ClC=1C=C(C=CC1C#N)N(C1CCC(CC1)NC(=O)C1=CC=C(N=N1)N1CCC(CC1)C(=O)O)C 1-(6-(((1r,4r)-4-((3-chloro-4-cyanophenyl)(methyl)amino)cyclohexyl)-carbamoyl)pyridazin-3-yl)piperidine-4-carboxylic acid